2,4-dimethyl-N-((6-methyl-4-(methylthio)-2-oxo-1,2-dihydropyridin-3-yl)methyl)-7-(2-morpholinopyridin-5-yl)-2-(piperidin-4-yl)benzo[d][1,3]dioxole-5-carboxamide hydrochloride salt Cl.CC1(OC2=C(O1)C(=CC(=C2C)C(=O)NCC=2C(NC(=CC2SC)C)=O)C=2C=CC(=NC2)N2CCOCC2)C2CCNCC2